N-(5-chloro-6-(2H-1,2,3-triazol-2-yl)pyridin-3-yl)-1-(2-oxo-1,2-dihydroquinolin-5-yl)-5-(trifluoromethyl)-1H-pyrazole-4-carboxamide ClC=1C=C(C=NC1N1N=CC=N1)NC(=O)C=1C=NN(C1C(F)(F)F)C1=C2C=CC(NC2=CC=C1)=O